N-ethyl-5-fluoro-2-[(5-{7-[(2S,4R)-4-fluoropyrrolidine-2-carbonyl]-2,7-diazaspiro[3.5]nonan-2-yl}-1,2,4-triazin-6-yl)oxy]-N-(propan-2-yl)benzamide C(C)N(C(C1=C(C=CC(=C1)F)OC1=C(N=CN=N1)N1CC2(C1)CCN(CC2)C(=O)[C@H]2NC[C@@H](C2)F)=O)C(C)C